6-(3-(4-isopropylphenyl)-4,5-dihydro-1H-pyrazol-5-yl)quinoxaline C(C)(C)C1=CC=C(C=C1)C1=NNC(C1)C=1C=C2N=CC=NC2=CC1